C(=O)O.N1C(=NC=C1)C1=CC=C(C=C1)C=1N=C2SC3=C(N2C1)C=CC(=C3)C(=O)NCCCN(CC)CC.N3C(=NC=C3)C3=CC=C(C=C3)C=3N=C1SC2=C(N1C3)C=CC(=C2)C(=O)NCCCN(CC)CC 2-(4-(1H-imidazol-2-yl)phenyl)-N-(3-(diethylamino)propyl)benzo[d]imidazo[2,1-b]thiazole-7-carboxamide hemiformate